C(C\C=C\CCCCCCCCC)#N (3E)-3-TRIDECENENITRILE